4-amino-3-chloro-6-(4-chloro-2-fluoro-3-methoxyphenyl)-5-fluoropyridinecarboxylic acid benzyl ester C(C1=CC=CC=C1)OC(=O)C1=NC(=C(C(=C1Cl)N)F)C1=C(C(=C(C=C1)Cl)OC)F